CC1(CC2=C(C(N1)=O)C(=C(N2)C2=CC(=NC=C2)NC(C(C)C2=CC=C(C=C2)F)=O)C2=CC(=CC=C2)C)C N-{4-[6,6-Dimethyl-3-(3-methylphenyl)-4-oxo-4,5,6,7-tetrahydro-1H-pyrrolo[3,2-c]pyridin-2-yl]pyridin-2-yl}-2-(4-fluorophenyl)propanamid